N-(6-methoxy-1,2,3,4-tetrahydronaphthalen-2-yl)-5-((7-methoxyisoquinolin-1-yl)amino)pyridinecarboxamide COC=1C=C2CCC(CC2=CC1)NC(=O)C1=NC=C(C=C1)NC1=NC=CC2=CC=C(C=C12)OC